[Si](C)(C)(C(C)(C)C)O[C@@](CC(=O)O)(C)C1=CC=CC=C1 (R)-3-((tert-butyldimethylsilyl)oxy)-3-phenylbutanoic acid